N-((3-methoxythiophen-2-yl)methyl)ethylamine COC1=C(SC=C1)CNCC